dimelamine pyrosulfate S(=O)(=O)(O)OS(=O)(=O)O.N1=C(N)N=C(N)N=C1N.N1=C(N)N=C(N)N=C1N